tert-butyl 1,3-oxazolidine-3-carboxylate O1CN(CC1)C(=O)OC(C)(C)C